1-({3,4-difluoro-2-[(2-fluoro-4-iodophenyl)amino]Phenyl}carbonyl)-3-({[2-(methyloxy)ethyl]Amino}methyl)azetidin-3-ol FC=1C(=C(C=CC1F)C(=O)N1CC(C1)(O)CNCCOC)NC1=C(C=C(C=C1)I)F